BrC=1C(=NC=C(C(=O)O)C1)NC1CCOCC1 5-bromo-6-(tetrahydro-2H-pyran-4-ylamino)nicotinic acid